FC1(CCC(CC1)CC(=O)N1CC2=NC(=CC=C2C1)N1C2CN(CC1CC2)C(=O)OC(C)(C)C)F tert-butyl 8-(6-(2-(4,4-difluorocyclohexyl) acetyl)-6,7-dihydro-5H-pyrrolo[3,4-b]pyridin-2-yl)-3,8-diazabicyclo[3.2.1]octane-3-carboxylate